(2-amino-3-(3-((6-((4-chloropyridin-2-yl)methoxy)pyridin-3-yl)methyl)isoxazol-5-yl)pyridin-1-ium-1-yl)methyl hydrogen phosphate P(=O)(OC[N+]1=C(C(=CC=C1)C1=CC(=NO1)CC=1C=NC(=CC1)OCC1=NC=CC(=C1)Cl)N)(O)[O-]